5,5-Difluoro-1,3-dihydroxy-6,7-dihydro-5H-cyclopenta[c]pyridine-4-carbonitrile FC1(CCC=2C(=NC(=C(C21)C#N)O)O)F